1-(2-(2-chloro-5-(2'-methyl-5'-(perfluoroethyl)-4'-(trifluoromethyl)-2'H-[1,3'-bipyrazol]-4-yl)phenyl)-2-oxoethyl)cyclopropane-1-carbonitrile ClC1=C(C=C(C=C1)C=1C=NN(C1)C=1N(N=C(C1C(F)(F)F)C(C(F)(F)F)(F)F)C)C(CC1(CC1)C#N)=O